O=C(C[C@H]1CC[C@@H](O1)COC1=C(C(NN=C1)=O)C(F)(F)F)N1CCN(CC1)C1=NC=C(C=C1)C(F)(F)F 5-[[(2R,5R)-5-(2-oxo-2-[4-[5-(trifluoromethyl)pyridin-2-yl]piperazin-1-yl]ethyl)oxolan-2-yl]methoxy]-4-(trifluoromethyl)-2,3-dihydropyridazin-3-one